O1-[2,2-bis[[7-(1-methyloctoxy)-7-oxo-heptanoyl]oxymethyl]-3-[4-(2-pyrrolidin-1-ylethylcarbamoyloxy) decanoyloxy] propyl] O7-(1-methyloctyl) heptanedioate C(CCCCCC(=O)OC(CCCCCCC)C)(=O)OCC(COC(CCC(CCCCCC)OC(NCCN1CCCC1)=O)=O)(COC(CCCCCC(OC(CCCCCCC)C)=O)=O)COC(CCCCCC(=O)OC(CCCCCCC)C)=O